NC1=C(C=C(N=N1)C1=C(C=CC=C1)O)N1CC2CCC(C1)N2C2=NC(=NC=C2)Br 2-(6-amino-5-(8-(2-bromopyrimidin-4-yl)-3,8-diazabicyclo[3.2.1]octan-3-yl)pyridazin-3-yl)phenol